ClC1=CC(=C(C#N)C=C1)C1(CC(C1)=O)[2H] 4-chloro-2-(3-oxocyclobutyl-1-d)benzonitrile